4-((6-aminopyridin-2-yl)oxy)cyclohexane-1-carbonitrile NC1=CC=CC(=N1)OC1CCC(CC1)C#N